tricyclohexyl-phosphorus oxide C1(CCCCC1)P(C1CCCCC1)(C1CCCCC1)=O